ClC1=C2CN(C(NC2=CC=C1)=O)C1CCC(CC1)C(=O)NC1=CC(=C(C=C1)C)OC (1s,4s)-4-(5-chloro-2-oxo-1,2-dihydroquinazolin-3(4H)-yl)-N-(3-methoxy-4-methylphenyl)cyclohexanecarboxamide